FC1=C(C=CC=C1F)CCCCC(=O)O 2,3-difluoro-benzenepentanoic acid